Methyl-4,5-dibromofuran-2-carboxylat COC(=O)C=1OC(=C(C1)Br)Br